C(C)=C1C2C3C4C=CC(C3C(C1)C2)C4 8-ethylidenetetracyclo[4.4.0.12,5.17,10]-3-dodecene